C(C)OC=1N=CC(=NC1)C(C(=O)O)(C)C 2-(5-ethoxypyrazin-2-yl)-2-methylpropanoic acid